(2r,4r)-2-(methoxymethyl)-4-((methylsulfonyl)oxy)pyrrolidine-1-carboxylic acid tert-butyl ester C(C)(C)(C)OC(=O)N1[C@H](C[C@H](C1)OS(=O)(=O)C)COC